Pentane-1,3,5-triamine C(CC(CCN)N)N